ClC=1N=C(N(C1)C)C1=CC=C(CN2C3=NC(=NC=C3N(C2=N)C)C2=C(C=CC=C2)C(C)C)C=C1 9-(4-(4-chloro-1-methyl-1H-imidazol-2-yl)benzyl)-2-(2-isopropylphenyl)-7-methyl-7,9-dihydro-8H-purin-8-imine